C(C)(C)(C)N1N=C(C=C1)C(=O)N1CCC(CC1)OC=1C=CC=C2C(=NN(C12)C)C1C(NC(CC1)=O)=O 3-(7-((1-(1-(Tert-butyl)-1H-pyrazole-3-carbonyl)piperidin-4-yl)oxy)-1-methyl-1H-indazol-3-yl)piperidine-2,6-dione